tert-butyl (3-((3aR,4R,6aR)-2,2-dimethyl-6-oxotetrahydro-4H-cyclopenta[d][1,3]dioxol-4-yl)-5-methoxybenzyl)carbamate CC1(O[C@H]2[C@@H](O1)C(C[C@@H]2C=2C=C(CNC(OC(C)(C)C)=O)C=C(C2)OC)=O)C